(R)-2-amino-3-methoxypropionic acid methyl ester hydrochloride Cl.COC([C@@H](COC)N)=O